O1CCOC2=C1C=CC(=C2)OC2=NC=CC(=C2)N2C(NC1(C2=O)CCCCC1)=O 3-[2-(2,3-dihydro-1,4-benzodioxin-6-yloxy)-4-pyridyl]-1,3-diazaspiro[4.5]decane-2,4-dione